Dimethyl spiro[chromene-2,4'-piperidine]-6,7-dicarboxylate N1CCC2(CC1)OC1=CC(=C(C=C1C=C2)C(=O)OC)C(=O)OC